2-((1S,2S)-2-ethylcyclopropyl)-4,4,5,5-tetramethyl-1,3,2-diOxaborolane C(C)[C@@H]1[C@H](C1)B1OC(C(O1)(C)C)(C)C